2-(2-(Tert-butyl)-5-oxopyrazolo[1,5-a]quinazolin-4(5H)-yl)-N-(5-fluoropyridin-2-yl)acetamide C(C)(C)(C)C1=NN2C(N(C(C3=CC=CC=C23)=O)CC(=O)NC2=NC=C(C=C2)F)=C1